C(C)(C)(C)NC(=O)C1=NC(=CC=C1OC)NC1=CC(=CC(=C1)F)F N-tert-butyl-6-(3,5-difluoroanilino)-3-methoxy-pyridine-2-carboxamide